C1(CC1)C1CC1 cyclopropyl-(cyclopropane)